CC1(C(C(CC(C1)=O)=O)C(=O)OC)C methyl 2,2-dimethyl-4,6-dioxocyclohexanecarboxylate